propynyl tosylate S(=O)(=O)(OC#CC)C1=CC=C(C)C=C1